N-((2S,3S)-1-hydroxy-3-methylpentan-2-yl)-3,4-dimethylbenzamide OC[C@H]([C@H](CC)C)NC(C1=CC(=C(C=C1)C)C)=O